N(=[N+]=[N-])CCCCCOCCCCC 1-azido-5-(pentyloxy)pentane